methylcyclopropanemethylamine hydrochloride Cl.CC1(CC1)CN